ClC1=CC(=C(C=N1)NC(=O)C1(CNC1)C1=C(C=CC=C1)C(C)C)O[C@H](COC)C (S)-N-(6-chloro-4-((1-methoxypropan-2-yl)oxy)pyridin-3-yl)-3-(2-isopropylphenyl)azetidine-3-carboxamide